N(=[N+]=[N-])CC1C(NCC1)=O 3-azidomethylpyrrolidin-2-one